FC(OC1=C(C=CC(=C1)F)[C@@H]1[C@H](O[C@@]([C@H]1C)(C(F)(F)F)C)C(=O)NC1=CC(=NC=C1)C(=O)N)F 4-((2S,3R,4S,5S)-3-(2-(difluoromethoxy)-4-fluorophenyl)-4,5-dimethyl-5-(trifluoromethyl)tetrahydrofuran-2-carboxamido)picolinamide